CNC([C@H](NC1=NC=2C=CC=CC2C=2N1N=C(N2)C2=NC=CC(=C2)C(F)(F)F)CCC)=O N-methyl-N2-{2-[4-(trifluoromethyl)pyridin-2-yl][1,2,4]triazolo[1,5-c]quinazolin-5-yl}-D-norvalinamide